FC(C=1C=C2C(=NC1)NC=N2)(F)F 6-(trifluoromethyl)-3H-imidazo[4,5-b]pyridin